O1CC(=CC1)C1=NN(C=C1[N+](=O)[O-])COCC[Si](C)(C)C 3-(2,5-dihydrofuran-3-yl)-4-nitro-1-((2-(trimethylsilyl)ethoxy)methyl)-1H-pyrazole